COC1=CC(=CC=2C(C3=CC(=CC(=C3C(C12)=C=O)OC)OC)=C=O)C(=O)O 4,5,7-trimethoxy-9,10-dicarbonyl-9,10-dihydroanthracene-2-carboxylic acid